benzyl (2S)-2-[(2S)-2-amino-3-ethoxy-3-oxopropyl]morpholine-4-carboxylate N[C@@H](C[C@H]1CN(CCO1)C(=O)OCC1=CC=CC=C1)C(=O)OCC